C1(CC1)N1C(=NC(=C1)C(F)(F)F)C1=CC=C(C=C1)CC=1C=2C(N=C(N1)C=1C(=NC=NC1OC)C1CC1)=NC(C(C2)C(=O)NN)=O ({4-[1-cyclopropyl-4-(trifluoromethyl)imidazol-2-yl]phenyl}methyl)-2-(4-cyclopropyl-6-methoxypyrimidin-5-yl)-7-oxopyrido[2,3-d]pyrimidine-6-carbohydrazide